NC=1C(=NC=CC1B(O)O)C 3-AMINO-2-METHYLPYRIDINE-4-BORONIC ACID